FC1=CC=C2C(=C(NC2=C1F)C1=CC=C(C=C1)CC)C=O 6,7-DIFLUORO-2-(4-ETHYLPHENYL)-1H-INDOLE-3-CARBOXALDEHYDE